OC=1C=C(C=C2C(NC(N(C2=O)C2=CC=C(C=C2)OC)=O)=O)C=CC1O 5-(3,4-Dihydroxybenzylidene)-1-(4-methoxyphenyl)pyrimidine-2,4,6(1H,3H,5H)-trione